2-[4-[(3S)-3-(5-Cyano-6-methyl-3-pyridyl)isoxazolidine-2-carbonyl]-1-piperidyl]-5-fluoro-pyrimidine-4-carboxamide C(#N)C=1C=C(C=NC1C)[C@H]1N(OCC1)C(=O)C1CCN(CC1)C1=NC=C(C(=N1)C(=O)N)F